(1,1-difluoro-2-(4-methyl-4H-1,2,4-triazol-3-yl)ethyl)aniline FC(CC1=NN=CN1C)(F)NC1=CC=CC=C1